O[C@@H]1C[C@H](N(C1)C(=O)OC(C)(C)C)C1=NC(=NO1)C1=CC(=C(C=C1)OCCCCCCCC)C(F)(F)F tert-butyl (2S,4R)-4-hydroxy-2-(3-(4-(octyloxy)-3-(trifluoromethyl)phenyl)-1,2,4-oxadiazol-5-yl)pyrrolidine-1-carboxylate